2-amino-3-methyl-5-(2-morpholino-2-oxoethyl)benzamide NC1=C(C(=O)N)C=C(C=C1C)CC(=O)N1CCOCC1